FC1=C(C=O)C=C(C(=C1F)C(C)C)OC 2,3-Difluoro-4-isopropyl-5-methoxybenzaldehyde